N-(2-(1-(4-(2,6-dioxopiperidin-3-yl)benzyl)piperidin-4-yl)-6-methoxy-2H-indazol-5-yl)-3-(trifluoromethyl)benzamide O=C1NC(CCC1C1=CC=C(CN2CCC(CC2)N2N=C3C=C(C(=CC3=C2)NC(C2=CC(=CC=C2)C(F)(F)F)=O)OC)C=C1)=O